S(O)(O)(=O)=O.NC(=N)N guanidine sulfuric acid salt